C(#N)C1(CC1)C=1C=C(C(=O)NC(C)C2=NC=CN=C2C2=NC=C(C=C2)C#N)C=C(C1)OC(F)(F)F 3-(1-cyanocyclopropyl)-N-[1-[3-(5-cyano-2-pyridyl)pyrazin-2-yl]ethyl]-5-(trifluoromethoxy)benzamide